COC=1C=C(C=CC1OC)/C=C/C(=O)C1=CC(=CC=C1)O (E)-3-(3,4-dimethoxyphenyl)-1-(3-hydroxyphenyl)prop-2-en-1-one